16-(1-(3-(9-(((2,5-dioxopyrrolidin-1-yloxy)carbonyloxy)-methyl)-7-sulfo-9H-fluoren-2-ylamino)-3-oxopropyl)-2,5-dioxopyrrolidin-3-ylsulfanyl)hexadecanoic acid O=C1N(C(CC1)=O)OC(=O)OCC1C2=CC(=CC=C2C=2C=CC(=CC12)NC(CCN1C(C(CC1=O)SCCCCCCCCCCCCCCCC(=O)O)=O)=O)S(=O)(=O)O